4-Chloro-2-(1-fluorocyclopropyl)quinoline-7-carboxylic acid methyl ester COC(=O)C1=CC=C2C(=CC(=NC2=C1)C1(CC1)F)Cl